6-chloro-N-[4,6-dimethoxy-5-(2-methylsulfonylethyl)pyrimidin-2-yl]-1H-indole-3-sulfonic acid amide ClC1=CC=C2C(=CNC2=C1)S(=O)(=O)NC1=NC(=C(C(=N1)OC)CCS(=O)(=O)C)OC